C(C)N(C1=CC=C(C=C1)C1=C2C=C(C(=CC2=CC2=C1C(OC2)=O)OC)OC)CC=2C=NC=CC2 9-(4-(ethyl(pyridin-3-ylmethyl)amino)phenyl)-6,7-dimethoxynaphtho[2,3-c]furan-1(3H)-one